OC(CCCCCCCCCCCCC(=O)O)CCC(CCCC)O 14,17-Dihydroxyheneicosanoic acid